C(#N)C(C)N(C(OC(C)(C)C)=O)C1=CC(=C(C(=C1)Cl)OC1=NN(C(C(=C1)C(C)C)=O)C)Cl Tert-butyl (1-cyanoethyl)(3,5-dichloro-4-((5-isopropyl-1-methyl-6-oxo-1,6-dihydropyridazin-3-yl)oxy)phenyl)carbamate